N1C=CC2=CC(=CC=C12)NC(CC1=CC=C(OC(C(=O)O)(C)C)C=C1)=O 2-(4-(2-((1H-indol-5-yl)amino)-2-oxoethyl)phenoxy)-2-methylpropanoic acid